(E)-N-hydroxy-3-(2-(4-(2-(trifluoromethyl)thiazole-4-carbonyl)piperazin-1-yl)phenyl)acrylamide ONC(\C=C\C1=C(C=CC=C1)N1CCN(CC1)C(=O)C=1N=C(SC1)C(F)(F)F)=O